FC=1C(=C(C=CC1)NC=1C(=NN2C1C(NCC2)=O)C2=C1C(=NC=C2)C=C(S1)OC)OC [(3-fluoro-2-methoxyphenyl)amino]-2-{2-methoxythieno[3,2-b]pyridin-7-yl}-5H,6H,7H-pyrazolo[1,5-a]pyrazin-4-one